(2R,3R,4R,5R)-2-(acetoxymethyl)-5-(6-chloro-4-(5-methylfuran-2-yl)-1H-pyrazolo[3,4-d]pyrimidin-1-yl)tetrahydrofuran-3,4-diyl diacetate C(C)(=O)O[C@@H]1[C@H](O[C@H]([C@@H]1OC(C)=O)N1N=CC=2C1=NC(=NC2C=2OC(=CC2)C)Cl)COC(C)=O